3-((tert-butyldimethylsilyl)oxy)-3-methylcyclobutane-1-one [Si](C)(C)(C(C)(C)C)OC1(CC(C1)=O)C